BrC1=CC=C2CCN(C2=C1)C(CCCCCC(=O)O)=O 7-(6-bromoindolin-1-yl)-7-oxoheptanoic acid